C1=CC=CC=2C3=CC=CC=C3C(C12)COC(=O)N[C@H](C(=O)O)CC1=CC=C(C=C1)C1=CC=C(C=C1)OC(C)(C)C (S)-2-((((9H-fluoren-9-yl)methoxy)carbonyl)amino)-3-(4'-(tert-butoxy)-[1,1'-biphenyl]-4-yl)propanoic acid